5-(4-aminophenyl)-N-(1-methylethyl)-2-[4-(trifluoromethoxy)phenyl]-1,2,4-triazol-3-amine NC1=CC=C(C=C1)C=1N=C(N(N1)C1=CC=C(C=C1)OC(F)(F)F)NC(C)C